6,6-bis((3,7-dimethyloct-6-en-1-yl)oxy)hexanoic acid CC(CCOC(CCCCC(=O)O)OCCC(CCC=C(C)C)C)CCC=C(C)C